(S)-1-(4-acryloylpiperazin-1-yl)-3-((1-methylpyrrolidin-2-yl)methoxy)-6-(naphthalen-1-yl)-5,6,7,8-tetrahydro-2,6-naphthyridine-4-carbonitrile C(C=C)(=O)N1CCN(CC1)C1=NC(=C(C=2CN(CCC12)C1=CC=CC2=CC=CC=C12)C#N)OC[C@H]1N(CCC1)C